ethyl 2-(4-cyanophenoxy)-2-methylpropionate C(#N)C1=CC=C(OC(C(=O)OCC)(C)C)C=C1